fumaric acid, dihydrazide itaconate C(C(=C)CC(=O)O)(=O)O.C(\C=C\C(=O)NN)(=O)NN